C(CCC)OC(C(C(F)(F)F)(O)C(NC=1C=NC(=C(C1)C(F)(F)F)C#N)=O)=O 2-[[6-cyano-5-(trifluoromethyl)-pyridin-3-yl]carbamoyl]-3,3,3-trifluoro-2-hydroxypropionic acid butyl ester